C12(CC3CC(CC(C1)C3)C2)CC(=O)O adamantylacetic acid